C(C1=CC=CC=C1)OC1=NC(=CC=C1N1C(N(C2=C1C=CC(=C2)C2=C[C@H](N(CC2)C(=O)OC(C)(C)C)C)C)=O)OCC2=CC=CC=C2 (R)-tert-butyl 4-(1-(2,6-bis(benzyloxy)pyridin-3-yl)-3-methyl-2-oxo-2,3-dihydro-1H-benzo[d]imidazol-5-yl)-2-methyl-5,6-dihydropyridine-1(2H)-carboxylate